C(#N)C1=NC=NC(=C1C=1N=CC2=C(N1)C(=NN2C)CC2=CC=C(C=C2)C=2N(C=C(N2)C(F)(F)F)C)C2CC2 5-(4-cyano-6-cyclopropylpyrimidin-5-yl)-1-methyl-3-(4-(1-methyl-4-(trifluoromethyl)-1H-imidazol-2-yl)benzyl)-1H-pyrazolo[4,3-d]pyrimidine